FC1(CCN(CC1)C=1OC2=CC=C(C=C2C(C1C)=O)F)F 2-(4,4-difluoro-1-piperidyl)-6-fluoro-3-methyl-chromen-4-one